N-benzyl-β-aminoethyl-γ-aminopropyltrimethoxysilane C(C1=CC=CC=C1)NCCC[Si](OCCCN)(OC)OC